(3S,4r,5R)-1-(4-(pentyloxy)benzyl)piperidine-3,4,5-triol C(CCCC)OC1=CC=C(CN2C[C@@H](C([C@@H](C2)O)O)O)C=C1